C(C)OC(=O)N1CC2C(C1)CC(C2)N2C[C@H]1C([C@H]1C2)C(N(CC)CC)=O 5-[(1r,5s,6r)-6-(diethylcarbamoyl)-3-azabicyclo[3.1.0]hexane-3-yl]hexahydrocyclopenta[c]pyrrole-2(1H)-carboxylic acid ethyl ester